2-((1H-indazol-4-yl)methoxy)-5-methoxybenzaldehyde N1N=CC2=C(C=CC=C12)COC1=C(C=O)C=C(C=C1)OC